N1C(CCC2=CC=CC=C12)=O 3,4-dihydro-2-quinolinone